C(C1=CC=CC=C1)N(C(SSC(N(CC1=CC=CC=C1)CC1=CC=CC=C1)=S)=S)CC1=CC=CC=C1 Tetrabenzyl-Thiuram Disulfide